N-(1,2,4-thiadiazol-5-yl)benzenesulfonamide S1N=CN=C1NS(=O)(=O)C1=CC=CC=C1